CC=1OC2=C(C1C(=O)NC1=NN(C=C1)C)C=C(C=C2)OCC=2C(=NC=CC2)C(F)(F)F 2-methyl-N-(1-methyl-1H-pyrazol-3-yl)-5-((2-(trifluoromethyl)pyridin-3-yl)methoxy)benzofuran-3-carboxamide